FC1=CC=C(OC2=CC=C(C(=O)NCC(=O)N3CCC(C3)COC)C=C2)C=C1 1-((4-(4-fluorophenoxy)benzoyl)glycyl)-4-(methoxymethyl)pyrrolidine